glycyl-L-2-methyl-prolyl-L-glutamic acid 1,5-diisopropyl ester C(C)(C)OC([C@@H](NC([C@]1(N(CCC1)C(CN)=O)C)=O)CCC(=O)OC(C)C)=O